3-Aminopropanesulfonic acid, tetrabutylammonium salt C(CCC)[N+](CCCC)(CCCC)CCCC.NCCCS(=O)(=O)[O-]